6-chloro-4-(7-fluoro-2-methyl-1-naphthyl)-5-hydroxy-2-methyl-3(2H)-pyridazinone ClC=1C(=C(C(N(N1)C)=O)C1=C(C=CC2=CC=C(C=C12)F)C)O